N-(3-Cyano-5-(3-fluorobenzyl)-4,5,6,7-tetrahydrothieno[3,2-c]pyridin-2-yl)-2-(4-(methylsulfonamido)phenyl)acetamid C(#N)C1=C(SC2=C1CN(CC2)CC2=CC(=CC=C2)F)NC(CC2=CC=C(C=C2)NS(=O)(=O)C)=O